3-(7-fluoro-5-((4-(4-((4-((3-(methylsulfonyl)benzyl)amino)-5-(trifluoromethyl)pyrimidin-2-yl)amino)phenyl)piperazin-1-yl)methyl)-1-oxoisoindolin-2-yl)piperidine-2,6-dione FC=1C=C(C=C2CN(C(C12)=O)C1C(NC(CC1)=O)=O)CN1CCN(CC1)C1=CC=C(C=C1)NC1=NC=C(C(=N1)NCC1=CC(=CC=C1)S(=O)(=O)C)C(F)(F)F